C(#N)C=1N=CN(C1)C[C@H](C(=O)OCC)OC(NC1=C2CCCC2=CC=2CCCC12)=O ethyl (2R)-3-(4-cyanoimidazol-1-yl)-2-(1,2,3,5,6,7-hexahydro-s-indacen-4-ylcarbamoyloxy)propanoate